2-(1-methylpiperidin-4-yl)-N-(tetrahydro-2H-pyran-4-yl)benzo[d]thiazole-6-carboxamide CN1CCC(CC1)C=1SC2=C(N1)C=CC(=C2)C(=O)NC2CCOCC2